COC(=O)C1=NC=C(C=C1)S(=O)(=O)Cl 5-(chlorosulfonyl)pyridine-2-carboxylic acid methyl ester